N,N-di-propylaniline C(CC)N(C1=CC=CC=C1)CCC